ClC=1C=C(C=CC1)N1N=C(CC(C1=O)C(=O)OC)C1=CC=C(C=C1)Cl methyl 2-(3-chlorophenyl)-6-(4-chlorophenyl)-3-oxo-2,3,4,5-tetrahydropyridazine-4-carboxylate